N-[4-[4-[6-chloro-4-(trifluoromethyl)-2-pyridinyl]piperazin-1-yl]sulfonyl-2-methoxy-phenyl]benzamide ClC1=CC(=CC(=N1)N1CCN(CC1)S(=O)(=O)C1=CC(=C(C=C1)NC(C1=CC=CC=C1)=O)OC)C(F)(F)F